tert-butyl 4-[1-(2,6-dioxo-3-piperidyl)-3-ethyl-2-oxo-benzimidazol-5-yl]-3,6-dihydro-2H-pyridine-1-carboxylate O=C1NC(CCC1N1C(N(C2=C1C=CC(=C2)C=2CCN(CC2)C(=O)OC(C)(C)C)CC)=O)=O